BrC1=COC2=C1C=CC(=C2)C(=O)OC methyl 3-bromobenzofuran-6-carboxylate